NC1=NNC=C1C=1C=C2CCN(C2=CC1F)C(=O)N[C@H](CO)C=1CC(C=CC1)(OC)F (S)-5-(3-amino-1H-pyrazol-4-yl)-6-fluoro-N-(1-(3-fluoro-3-methoxyphenyl)-2-hydroxyethyl)indoline-1-carboxamide